ClC1=CC2=C(N(C(N=C2N2[C@H](CN(CC2)C(C=C)=O)C)=O)C2=C(C=CC=C2CC)CC)N=C1N1CCC(CC1)(C)C 6-chloro-1-(2,6-diethylphenyl)-7-(4,4-dimethyl-1-piperidinyl)-4-((2S)-2-methyl-4-(2-propenoyl)-1-piperazinyl)pyrido[2,3-d]pyrimidin-2(1H)-one